BrC1=CC(=C(C(=C1)C)N1C=C(C2=C1N=C(N=C2N2CC(C2)CCCC(=O)O)C)C)C 1-[7-(4-Bromo-2,6-dimethylphenyl)-2,5-dimethyl-7H-pyrrolo[2,3-d]pyrimidin-4-yl]-3-azetidinebutanoic acid